6-((6-(tert-butyl)pyridin-2-yl)methyl)-2-azaspiro[3.3]Heptane-2-carboxylic acid tert-butyl ester C(C)(C)(C)OC(=O)N1CC2(C1)CC(C2)CC2=NC(=CC=C2)C(C)(C)C